8-(1-Ethoxyvinyl)-5-methoxy-pyrido[3,4-b]pyrazine C(C)OC(=C)C1=CN=C(C2=NC=CN=C21)OC